N[C@H](C(=O)NC)CC1=CC(=CC(=C1)Cl)Cl (S)-2-Amino-3-(3,5-dichlorophenyl)-N-methylpropanamide